2-(Trifluoromethyl)isonicotinamide FC(C=1C=C(C(=O)N)C=CN1)(F)F